FC=1C(=C2C=CC(=CC2=CC1)N)C#C[Si](C(C)C)(C(C)C)C(C)C 6-fluoro-5-((triisopropylsilyl)ethynyl)naphthalen-2-amine